N-CYCLOPROPYL-2-(2-FORMYLPHENOXY)ACETAMIDE C1CC1NC(=O)COC2=CC=CC=C2C=O